Bicyclo[1.1.0]butan-1-yl-(3-(9-methyl-6-(4-(trifluoromethoxy)phenyl)-9H-purin-2-yl)azetidin-1-yl)methanone C12(CC2C1)C(=O)N1CC(C1)C1=NC(=C2N=CN(C2=N1)C)C1=CC=C(C=C1)OC(F)(F)F